[N+](=O)(OCCC1CN(C1)S(=O)(=O)C1=CC(=C(C=C1)OCC)C=1NC(C2=C(N1)C(=NN2C)CCC)=O)[O-] 2-(1-((4-ethoxy-3-(1-methyl-7-oxo-3-propyl-6,7-dihydro-1H-pyrazolo[4,3-d]pyrimidin-5-yl)phenyl)sulfonyl)azetidin-3-yl)ethyl nitrate